CN1CCN(CC1)C=1C=C(CN2C(=NC3=C2C=CC=C3)C3=CC=CC=C3)C=CC1 (3-(4-methylpiperazin-1-yl)benzyl)-2-phenyl-1H-benzimidazole